CN1C[C@@H](C=C2C3=C4C(C[C@@H]12)=CNC4=CC=C3)C(=O)OC methyl (6aR,9R)-7-methyl-4,6,6a,7,8,9-hexahydroindolo[4,3-fg]quinoline-9-carboxylate